ClC=1C(=C2C=NC(=NN2C1C1CC1)N[C@H]1[C@@H](CN(CC1)S(=O)(=O)C)F)F 6-chloro-7-cyclopropyl-5-fluoro-N-((3R,4R)-3-fluoro-1-(methylsulfonyl)piperidin-4-yl)pyrrolo[2,1-f][1,2,4]triazin-2-amine